C(=O)(O)C1=C(NC(C)C=2C=C(C=C3C(C=C(OC23)N2CC(C2)(C(=O)O)C)=O)C)C=CC=C1 1-[8-[1-(2-Carboxyanilino)ethyl]-6-methyl-4-oxo-chromen-2-yl]-3-methyl-azetidine-3-carboxylic acid